C[Si](\C=C(/C1=C(C=CC=C1)[Si](C)(C)C)\C1=CC=CC2=CC=CC=C12)(C)C (Z)-trimethyl-(2-(naphthalene-1-yl)-2-(2-(trimethylsilyl)phenyl)vinyl)silane